C(C(C)C)C1=NOC(=C1)C(=O)N 3-isobutyl-isoxazole-5-carboxamide